FC1(CCN(CC1)C1=CC=C(C=C1)N1N=CC(=C1)C=1C=C(C(=C(C=O)C1)O)F)F 5-(1-(4-(4,4-difluoropiperidin-1-yl)phenyl)-1H-pyrazol-4-yl)-3-fluoro-2-hydroxybenzaldehyde